N[C@@H]1CN(CC[C@H]1F)C1=NC2=C(N1CC(=O)N1CCC1)C=CC(=C2)Br 2-(2-((3R,4R)-3-amino-4-fluoropiperidin-1-yl)-5-bromo-1H-benzo[d]imidazol-1-yl)-1-(azetidin-1-yl)ethan-1-one